C(C)(C)(C)OC(=O)C1(CC1)C1=CC=C(C=C1)OC=1C=NN(C1)C 1-[4-(1-methylpyrazol-4-yl)oxyphenyl]cyclopropanecarboxylic acid tert-butyl ester